1-(6-chloro-2-(trifluoromethyl)quinolin-4-yl)-N3-(2-methyl-2H-pyrazolo[3,4-d]pyridazin-4-yl)cyclohexane-1,3-diamine ClC=1C=C2C(=CC(=NC2=CC1)C(F)(F)F)C1(CC(CCC1)NC=1C=2C(C=NN1)=NN(C2)C)N